4-methyl-3-[4-(7H-pyrrolo[2,3-d]-pyrimidin-4-yl)-1H-pyrazol-1-yl]-benzonitrile trifluoroacetate FC(C(=O)O)(F)F.CC1=C(C=C(C#N)C=C1)N1N=CC(=C1)C=1C2=C(N=CN1)NC=C2